4-[1-(1,1-dimethyl-1H-inden-4-yl)ethyl]-1H-imidazole CC1(C=CC2=C(C=CC=C12)C(C)C=1N=CNC1)C